4-(2,4-dimethylthiazol-5-yl)aniline CC=1SC(=C(N1)C)C1=CC=C(N)C=C1